C(C)[N+](CCCCCC[N+](CC)(CC)CC)(CC)CC hexamethylenebis(triethylammonium)